digermanium [GeH4+][GeH3]